CC12CN(CC(CC1)N2)C=2C1=C(N=CN2)C=CN=C1 4-(1-methyl-3,8-diazabicyclo[3.2.1]oct-3-yl)pyrido[4,3-d]pyrimidine